1,3-diisopropylimidazolium tetrafluoroborate F[B-](F)(F)F.C(C)(C)N1C=[N+](C=C1)C(C)C